3-(cyanomethyl)-3-(4-{[(1R,2S)-2-phenylcyclopropyl]amino}piperidin-1-yl)azetidine-1-sulfonamide C(#N)CC1(CN(C1)S(=O)(=O)N)N1CCC(CC1)N[C@H]1[C@@H](C1)C1=CC=CC=C1